N-hydroxy-2-(2-(4-methoxyphenyl)butanamido)thiazole-5-carboxamide ONC(=O)C1=CN=C(S1)NC(C(CC)C1=CC=C(C=C1)OC)=O